1-methylpiperidin-4-yl 4-(pyrazin-2-yl)-3,4-dihydroquinoxaline-1(2H)-carboxylate N1=C(C=NC=C1)N1CCN(C2=CC=CC=C12)C(=O)OC1CCN(CC1)C